C(C)C1=CC=C(OCSCC=2NC(NC2)=S)C=C1 4-[(4-Ethyl-phenoxymethylthio)methyl]1,3-dihydroimidazole-2-thione